hafnium (IV) monohydroxide triethoxide [O-]CC.[O-]CC.[O-]CC.[OH-].[Hf+4]